COC=1C=C(C2=C(N1)NC=C2)C=O 6-METHOXY-1H-PYRROLO[2,3-B]PYRIDINE-4-CARBALDEHYDE